2,5-dichloroaminobenzene ClNC1=CC=C(C=C1)NCl